ClC1=C(C=CC(=C1)C(F)(F)F)NC(=O)C1(CCC1)N1N=CC(=C1)C1CCN(CC1)CC1CC2C(CN(C2)C(=O)OC(C)(C)C)C1 tert-butyl 5-((4-(1-(1-((2-chloro-4-(trifluoromethyl)phenyl)carbamoyl) cyclobutyl)-1H-pyrazol-4-yl)piperidin-1-yl)methyl)hexahydrocyclopenta[c]pyrrole-2(1H)-carboxylate